C1CCC2=C(C=3CCCC3C=C12)NC(=O)NS(=O)(=O)C1=NN(C=C1)C(C)C N-((1,2,3,5,6,7-Hexahydro-s-indacen-4-yl)carbamoyl)-1-isopropyl-1H-pyrazol-3-sulfonamid